iso-propyl 2-fluoroacrylate FC(C(=O)OC(C)C)=C